C(C=C)(=O)OC(C(CCC(C)C)C)OC(C=C)=O 2,5-dimethylhexanediol diacrylate